3-((4-(2-((1-(5-chloro-6-oxo-1,6-dihydropyridazin-4-yl)pyrrolidin-3-yl)oxy)pyridin-4-yl)-3,5-dimethyl-1H-pyrazol-1-yl)methyl)bicyclo[1.1.1]pentane-1-carbonitrile ClC1=C(C=NNC1=O)N1CC(CC1)OC1=NC=CC(=C1)C=1C(=NN(C1C)CC12CC(C1)(C2)C#N)C